ClC=1C(=NC(=NC1)NC1=C(C=C(C(=C1)[N+](=O)[O-])F)C)NC1=C(C=CC=C1)P(C)C (2-((5-chloro-2-((4-fluoro-2-methyl-5-nitrophenyl)amino)pyrimidin-4-yl)amino)phenyl)dimethylphosphine